C(C1=CC=CC=C1)NC1=C(N=CC2=C(C=CC=C12)Br)C(=O)O 4-(Benzylamino)-8-bromoisoquinoline-3-carboxylic acid